4,4'-Dicyanatobiphenyl O(C#N)C1=CC=C(C=C1)C1=CC=C(C=C1)OC#N